[3-methyl-4-(piperazin-1-yl)phenyl]aminopyrimidine-5-carbonitrile CC=1C=C(C=CC1N1CCNCC1)NC1=NC=C(C=N1)C#N